Spiro[3.3]Heptane-6-carboxylic acid 1-phenylethyl ester C1(=CC=CC=C1)C(C)OC(=O)C1CC2(CCC2)C1